6-[5-methyl-1-[7-(oxetan-3-yl)-7-azaspiro[3.5]nonan-2-yl]pyrazol-4-yl]-4-[(1R)-1-(2-pyridinyl)ethoxy]pyrazolo[1,5-a]pyridine-3-carbonitrile CC1=C(C=NN1C1CC2(C1)CCN(CC2)C2COC2)C=2C=C(C=1N(C2)N=CC1C#N)O[C@H](C)C1=NC=CC=C1